3-[3-(2-chloro-6-methyl-4-pyridinyl)-5-[(3-hydroxy-3-methyl-butyl)amino]pyrazolo[1,5-a]pyrimidin-2-yl]benzonitrile ClC1=NC(=CC(=C1)C=1C(=NN2C1N=C(C=C2)NCCC(C)(C)O)C=2C=C(C#N)C=CC2)C